FC1=C(N=C(C2=C1N=C(N=C2)SC)N(C)[C@H]2[C@@H](C2)OC)C2=CC(=CC1=CC=C(C(=C21)C#C[Si](C(C)C)(C(C)C)C(C)C)F)OCOC 8-fluoro-7-[7-fluoro-3-(methoxymethoxy)-8-[2-(triisopropylsilyl)ethynyl]naphthalen-1-yl]-N-[(1R,2R)-2-methoxycyclopropyl]-N-methyl-2-(methylsulfanyl)pyrido[4,3-d]pyrimidin-5-amine